1-{6-[methyl(piperidin-4-yl)amino]pyridin-2-yl}-6-[(1-methyl-1H-pyrazol-4-yl)amino]-2-(prop-2-en-1-yl)-1H,2H,3H-pyrazolo[3,4-d]pyrimidin-3-one CN(C1=CC=CC(=N1)N1N(C(C=2C1=NC(=NC2)NC=2C=NN(C2)C)=O)CC=C)C2CCNCC2